FC(C=1N=C(SC1)C1CC(C1)=O)(F)F 3-[4-(trifluoromethyl)thiazol-2-yl]cyclobutanone